benzothiadiazolotriazole N=1NSC=2C1C1=NN=NC1=CC2